FC(C1=C(C=CC=C1)C(O)C1=C(C=CC=C1)C(F)(F)F)(F)F di(2-(trifluoromethyl)phenyl)methanol